CC1=C(C(=O)P(OC2=CC=CC=C2)OC2=CC=CC=C2)C(=CC(=C1)C)C 2,4,6-trimethylbenzoyl-diphenoxyphosphine